NCC=1C=C(C=CC1)C=1C=C(C2=C(C(=CO2)COC2=C(C=CC=C2)CC(=O)O)C1)OCC1=CC=NC=C1 2-(2-((5-(3-(aminomethyl)phenyl)-7-(pyridin-4-ylmethoxy)benzofuran-3-yl)methoxy)phenyl)acetic acid